N1=CC=C(C=C1)C=1N=C(N2C1C=CC=C2)C(=O)NC2CC(NC(C2)(C)C)(C)C 1-(pyridin-4-yl)-N-(2,2,6,6-tetramethylpiperidin-4-yl)imidazo[1,5-a]pyridine-3-carboxamide